N1CC(C1)N1CCC(CC1)C1=CC(=C(C(=C1)F)[C@@H]1C(NC(CC1)=O)=O)F (R)-3-(4-(1-(azetidin-3-yl)piperidin-4-yl)-2,6-difluorophenyl)piperidine-2,6-dione